C(C=1C(C(=O)O)=CC=CC1)(=O)O.C(C)N(C)C mono(ethyldimethylamine) phthalate